2,4-dichloro-5-(1-methyl-1H-1,2,3-triazol-4-yl)pyridine ClC1=NC=C(C(=C1)Cl)C=1N=NN(C1)C